3-(pentadecyloxy)-5-(tridecyloxy)benzyl 4-(4-methylpiperazin-1-yl)butanoate CN1CCN(CC1)CCCC(=O)OCC1=CC(=CC(=C1)OCCCCCCCCCCCCC)OCCCCCCCCCCCCCCC